ClC=1C(=CC(=C(N)C1)F)C=1C=C2C=CN(C2=CC1)C 5-Chloro-2-fluoro-4-(1-methyl-1H-indol-5-yl)aniline